(3,4-dihydro-3,5-dimethyl-1(2H)-quinolinyl)-[2-methoxy-5-[3-(1-methylethyl)-1H-1,2,4-triazol-1-yl]phenyl]methanone CC1CN(C2=CC=CC(=C2C1)C)C(=O)C1=C(C=CC(=C1)N1N=C(N=C1)C(C)C)OC